tert-butyl 6-((N-(tert-butoxycarbonyl) sulfamoyl) (cyclopropylmethyl) amino)-2-azaspiro[3.3]heptane-2-carboxylate C(C)(C)(C)OC(=O)NS(=O)(=O)N(C1CC2(CN(C2)C(=O)OC(C)(C)C)C1)CC1CC1